(R)-6-chloro-3-((1-(2-(4-(6-(dimethylamino)pyridin-3-yl)piperidin-1-yl)-3,6-dimethyl-4-oxo-3,4-dihydroquinazolin-8-yl)ethyl)amino)-N-(methylsulfonyl)picolinamide ClC1=CC=C(C(=N1)C(=O)NS(=O)(=O)C)N[C@H](C)C=1C=C(C=C2C(N(C(=NC12)N1CCC(CC1)C=1C=NC(=CC1)N(C)C)C)=O)C